CN(CCCC1=C(C=CC(=C1)C)S(=O)(=O)N)C (3-(dimethylamino)propyl)-4-methylbenzenesulfonamide